BrC=1C=C2NC(C=3N(C2=CC1)C=CC3)=O 7-bromopyrrolo[1,2-a]quinoxalin-4(5H)-one